BrC1=C(C=C(C(=C1)C(F)(F)F)Br)C(F)(F)F 1,4-dibromo-2,5-bis(trifluoromethyl)benzene